((3aR,4R,6R,6aR)-6-(4-aminopyrrolo[2,1-f][1,2,4]triazin-7-yl)-6-cyano-2,2-dimethyltetrahydrofuro[3,4-d][1,3]dioxol-4-yl)methyl isobutyrate C(C(C)C)(=O)OC[C@H]1O[C@@]([C@@H]2OC(O[C@@H]21)(C)C)(C#N)C2=CC=C1C(=NC=NN12)N